C(C)OC(=O)C=1C(C=C2N(C(CC3=CC(=C(C=C23)OC)C=2C=NN(C2)CC(C)O)C(C)(C)C)C1)=O 6-tert-butyl-9-[1-(2-hydroxypropyl)-1H-pyrazol-4-yl]-10-methoxy-2-oxo-6,7-dihydro-2H-pyrido[2,1-a]Isoquinoline-3-carboxylic acid ethyl ester